5-((2-chloropyridin-4-yl)oxy)-4-phenyl-2-(prop-1-en-2-yl)thiazole 3,4,4-trifluorobut-3-en-1-yl-2-(5-methyl-3-(trifluoromethyl)-1H-pyrazol-1-yl)acetate FC(CCOC(CN1N=C(C=C1C)C(F)(F)F)=O)=C(F)F.ClC1=NC=CC(=C1)OC1=C(N=C(S1)C(=C)C)C1=CC=CC=C1